rel-(8R,8aR)-1,2,3,5,6,7,8,8a-octahydroindolizin-8-amine C1CCN2CCC[C@H]([C@@H]12)N |o1:7,8|